N1=CC(=CC(=C1)OCC=1C=C(C(=O)N[C@@H]2[C@H](CCCC2)O)C=CC1C)C=1C=NC=CC1 3-{[([3,3'-Bipyridyl]-5-yl)oxy]methyl}-N-[(1S,2S)-2-hydroxycyclohexyl]-4-methylbenzamide